C(CCCCCCCCCO)O Decan-1,10-diol